(2S,4R)-4-fluoro-N-[(S)-phenyl[4-(propan-2-yl)phenyl]methyl]-1-[2-(1H-pyrazol-1-yl)propanoyl]pyrrolidine-2-carboxamide F[C@@H]1C[C@H](N(C1)C(C(C)N1N=CC=C1)=O)C(=O)N[C@H](C1=CC=C(C=C1)C(C)C)C1=CC=CC=C1